FC(C=1C(=CNC(C1)=O)C(=O)NC1=C(C=C(C(=C1)C1=CC(=C(C=C1)F)C(NC)=O)F)N1C[C@H](N([C@H](C1)C)C)C)F 4-(difluoromethyl)-N-[4-fluoro-5-[4-fluoro-3-(methylcarbamoyl)phenyl]-2-[(3R,5S)-3,4,5-trimethylpiperazin-1-yl]phenyl]-6-oxo-1H-pyridine-3-carboxamide